ClCCC[Si](OCCC)(OCCC)OCCC gamma-chloro-propyltripropoxysilane